trisnonyl-diphenylamine C(CCCCCCCC)C1=C(C(=C(C=C1)NC1=CC=CC=C1)CCCCCCCCC)CCCCCCCCC